FC=1C=C2N(CCN(C2=CC1)C(CCC1=CN=CN1)=O)C1=CC=C(C=C1)F 1-(6-Fluoro-4-(4-fluorophenyl)-3,4-dihydroquinoxaline-1(2H)-yl)-3-(1H-imidazol-5-yl)propan-1-one